FC(C=1C=NC(=NC1)N1CCN(CC1)C1=CC(=NC=N1)OC[C@H](C)N)(F)F (S)-1-((6-(4-(5-(trifluoromethyl)pyrimidin-2-yl)piperazin-1-yl)pyrimidin-4-yl)oxy)propan-2-amine